3,3,3-trifluoropropylmethyldiethoxysilane FC(CC[Si](OCC)(OCC)C)(F)F